FC1=CC2=C(N(C(=N2)N2C[C@H]3[C@@H](OCCN3)CC2)[C@@H](C)C2=CC=C(C=N2)C#N)C(=C1)F 6-((1S)-1-(5,7-difluoro-2-((4aS,8aS)-hexahydro-2H-pyrido[4,3-b][1,4]oxazin-6(5H)-yl)-1H-benzimidazol-1-yl)ethyl)-3-pyridinecarbonitrile